3-chloro-6-(5-fluoro-3-pyridyl)-2-(trifluoromethyl)pyridine ClC=1C(=NC(=CC1)C=1C=NC=C(C1)F)C(F)(F)F